OC=1C=C2C(C=C(OC2=CC1O)C1=CC=CC=C1)=O 6,7-Dihydroxyflavone